[dideuterio-(2,2,3,3-tetramethylcyclopropyl)methoxy]-1H-pyrazole [2H]C(ON1N=CC=C1)(C1C(C1(C)C)(C)C)[2H]